NCC=1C=C2C=C(N(C2=CC1)CCCC(F)(F)F)CN1C(N(C2=C1C=NC=C2)C2CC2)=O 3-((5-(aminomethyl)-1-(4,4,4-trifluorobutyl)-1H-indol-2-yl)methyl)-1-cyclopropyl-1,3-dihydro-2H-imidazo[4,5-c]pyridin-2-one